2-(3-(3-((S)-fluoro(4-methyl-4H-1,2,4-triazol-3-yl)methyl)oxetan-3-yl)phenyl)-6-(((R)-3-isopropylpiperazin-1-yl)methyl)-4-(trifluoromethyl)isoindolin-1-one F[C@@H](C1(COC1)C=1C=C(C=CC1)N1C(C2=CC(=CC(=C2C1)C(F)(F)F)CN1C[C@H](NCC1)C(C)C)=O)C1=NN=CN1C